C(C)(C)N1N=CC2=CC(=CC=C12)C1=CN(C2=C1C=1N(C(NCC1C=N2)=O)C2CC(C2)NC(OC)=O)COCC[Si](C)(C)C methyl ((1r,3r)-3-(9-(1-isopropyl-1H-indazol-5-yl)-2-oxo-7-((2-(trimethylsilyl)ethoxy)methyl)-2,3,4,7-tetrahydro-1H-pyrrolo[3',2':5,6]pyrido[4,3-d]pyrimidin-1-yl)cyclobutyl)carbamate